C(C=C)(=O)O\N=C/1\C(\C(C2=CC=CC=C12)=O)=C\C1=CC=2C(C3=CC(=CC=C3C2C=C1)N(CC)CC)(C)C (2Z,3E)-3-((acryloyloxy)imino)-2-((7-(diethylamino)-9,9-dimethyl-9H-fluoren-2-yl)methylene)-2,3-dihydro-1H-inden-1-one